BrC=1SC(=CC1CC(CCCC)CC)Br 2,5-dibromo-3-(2-ethyl-hexyl)thiophene